NC1=C(C(=NN1C1CCC1)C)OC[C@H]1[C@@H](CC1)NC1=NC(=NC=C1C(F)(F)F)Cl |r| N-((1R,2R)- and (1S,2S)-2-(((5-Amino-1-cyclobutyl-3-methyl-1H-pyrazol-4-yl)oxy)methyl)cyclobutyl)-2-chloro-5-(trifluoromethyl)pyrimidin-4-amine